C(C)(=O)N1C(CN(C2=CC=CC=C12)C1=CC=C(C=C1)C(F)(F)F)CNC(C=C)=O N-((1-acetyl-4-(4-(trifluoromethyl)phenyl)-1,2,3,4-tetrahydroquinoxalin-2-yl)methyl)acrylamide